CS(=O)(=O)OCCN1N=C(C(=C1C1=NN=CN1CC1=CC=C(C=C1)OC)OCC1=CC=CC=C1)C 2-[4-benzyloxy-5-[4-[(4-methoxyphenyl)methyl]-1,2,4-triazol-3-yl]-3-methyl-pyrazol-1-yl]ethyl methanesulfonate